C(C)(C)(C)N1CCCC1 tert-butyl-(S)-pyrrolidin